C\C=C/C Z-2-butene